ClC=1C=C(C=CC1)N[C@H](CC(C)C)C(=O)N1[C@@H]2CC([C@H]([C@H]1C(=O)N[C@@H](/C=C(\C(=O)OCC)/F)C[C@H]1C(NCC1)=O)CC2)(F)F ethyl (R,E)-4-((1S,3S,4S)-2-((3-chlorophenyl)-D-leucyl)-5,5-difluoro-2-azabicyclo[2.2.2]octane-3-carboxamido)-2-fluoro-5-((S)-2-oxopyrrolidin-3-yl)pent-2-enoate